(±)-Trans-2-(3-((2-methyl-6-(1-methyl-5-(((((1-propylcyclopropyl)methoxy)carbonyl)amino)methyl)-1H-1,2,3-triazol-4-yl)pyridin-3-yl)oxy)cyclopentyl)acetic Acid CC1=NC(=CC=C1O[C@@H]1C[C@H](CC1)CC(=O)O)C=1N=NN(C1CNC(=O)OCC1(CC1)CCC)C |r|